(4-((R)-1-(4-chloro-2-(3-methyl-1H-pyrazol-1-yl)phenyl)-2,2,2-trifluoroethoxy)thieno[3,2-d]pyrimidin-7-yl)-2-azaspiro[4.5]dec-7-ene-3-carboxylic acid hydrochloride salt Cl.ClC1=CC(=C(C=C1)[C@H](C(F)(F)F)OC=1C2=C(N=CN1)C(=CS2)C2NC(CC21CC=CCC1)C(=O)O)N1N=C(C=C1)C